N-{2-[(3aR,6aR)-5-Methyl-2,3,3a,4,6,6a-hexahydropyrrolo[3,2-c]pyrrol-1-yl]-5-[(5-chloro-4-pyrazolo[1,5-a]pyridin-3-ylpyrimidin-2-yl)amino]-4-methoxyphenyl}prop-2-enamide CN1C[C@@H]2[C@H](C1)N(CC2)C2=C(C=C(C(=C2)OC)NC2=NC=C(C(=N2)C=2C=NN1C2C=CC=C1)Cl)NC(C=C)=O